quinazoline-4,7-diamine N1=CN=C(C2=CC=C(C=C12)N)N